C(=O)(OC(CC(C)(C)C)(C)C)OOC(=O)[O-] 1,1,3,3-tetramethylbutyl peroxydicarbonate